NC=1C=C(C#N)C=CC1N1CCC(CC1)F 3-amino-4-(4-fluoropiperidin-1-yl)benzonitrile